4-(9-anthryl)-2,2':6',2''-terpyridine ruthenium [Ru].C1=CC=CC2=CC3=CC=CC=C3C(=C12)C1=CC(=NC=C1)C1=NC(=CC=C1)C1=NC=CC=C1